N-((3-nitro-4-(((tetrahydro-2H-pyran-3-yl)methyl)amino)phenyl)sulfonyl)benzamide [N+](=O)([O-])C=1C=C(C=CC1NCC1COCCC1)S(=O)(=O)NC(C1=CC=CC=C1)=O